ClC=1C=C(C=C(C1F)Cl)OB(O)O (3,5-dichloro-4-fluorophenyl)boric acid